N-(4-(2-(Benzo[d]oxazol-5-yl)propyl)-6-(((R)-1-hydroxy-4-methylpentan-2-yl)amino)-1,3,5-triazin-2-yl)methanesulfonamide O1C=NC2=C1C=CC(=C2)C(CC2=NC(=NC(=N2)N[C@@H](CO)CC(C)C)NS(=O)(=O)C)C